triethyl orthopropionate (triethylorthopropionate) C(C)C(CC(O)(O)O)(CC)CC.C(CC)(OCC)(OCC)OCC